(1R)-1-(5-Phenyl-1,2,4-oxadiazol-3-yl)-6-azaspiro[2.5]octan-6-sulfonamid C1(=CC=CC=C1)C1=NC(=NO1)[C@@H]1CC12CCN(CC2)S(=O)(=O)N